(S)-3-(1-hydroxy-prop-2-yl)-8-(1-methyl-1,2,5,6-tetrahydropyridin-3-yl)-6-(6-(trifluoromethyl)pyridin-3-yl)pyrido[3,4-d]pyrimidin-4(3H)-one OC[C@H](C)N1C=NC2=C(C1=O)C=C(N=C2C=2CN(CCC2)C)C=2C=NC(=CC2)C(F)(F)F